FC1(CN(CCO1)C1=NN2C(N=CC=C2)=C1C(=O)O)F (2,2-difluoromorpholin-4-yl)pyrazolo[1,5-a]pyrimidine-3-carboxylic acid